5-chloro-3-morpholino-1,8-naphthyridin-2(1H)-one ClC1=C2C=C(C(NC2=NC=C1)=O)N1CCOCC1